C(C1CO1)OCCC[Si](OC)(OC)C 3-glycidyloxypropylmethyldi-methoxysilane